CNC(=O)C1=CC=C(C=N1)N1CCN(CC1)C(=O)OC(C)(C)C tert-butyl 4-(6-(methylcarbamoyl)pyridin-3-yl)piperazine-1-carboxylate